(2R,3R,4S,5R,6R)-2-((1-Oxa-2-azaspiro[4.5]dec-2-en-3-yl)methyl)-5-hydroxy-6-(hydroxymethyl)-4-(4-(3,4,5-trifluorophenyl)-1H-1,2,3-triazol-1-yl)tetrahydro-2H-pyran-3-ylcarbamat O1N=C(CC12CCCCC2)C[C@H]2O[C@@H]([C@@H]([C@H]([C@H]2NC([O-])=O)N2N=NC(=C2)C2=CC(=C(C(=C2)F)F)F)O)CO